3-isocyanopropyltrimethoxyzirconium (IV) [N+](#[C-])CCC[Zr](OC)(OC)OC